(S)-6-iodo-1-isopropyl-3-phenyl-1,2,3,4-tetrahydroquinoxaline IC=1C=C2N[C@H](CN(C2=CC1)C(C)C)C1=CC=CC=C1